C(C)(C)C1=C(NC2=CC=C(C=C12)C1CN(C1)C1COC1)C=1C=C(C=2N(C1)N=CN2)OC 6-(3-isopropyl-5-(1-(oxetan-3-yl)azetidin-3-yl)-1H-indol-2-yl)-8-methoxy-[1,2,4]triazolo[1,5-a]pyridine